4-methoxy-3,5-dimethyl-1,1'-biphenyl COC1=C(C=C(C=C1C)C1=CC=CC=C1)C